(6S,8R)-6-(4-((1-Acrylazetidin-3-yl)amino)-2,6-difluorophenyl)-8-methyl-7-(2,2,2-trifluoroethyl)-6,7,8,9-tetrahydrooxazolo[5,4-f]isoquinolin-2(3H)-one C(=O)(C=C)N1CC(C1)NC1=CC(=C(C(=C1)F)[C@H]1N([C@@H](CC2=C3C(=CC=C12)NC(O3)=O)C)CC(F)(F)F)F